COC1=C(\C=C/2\C(N(C(C2)=O)CCCCCCC(=O)NO)=O)C=CC=C1 (E)-7-(3-(2-methoxybenzylidene)-2,5-dioxopyrrolidinyl)-N-hydroxyheptanamide